FC=1C=CC(=NC1)C1(CCC(CC1)=O)C#N 1-(5-fluoropyridin-2-yl)-4-oxocyclohexanecarbonitrile